glycerol 2-phosphate disodium salt hydrate O.[Na+].[Na+].P(=O)([O-])([O-])OC(CO)CO